COC1=CC2=CC3=C(C(OC3)=O)C(=C2C=C1OC)C1=CC(=CC=C1)NC 6,7-dimethoxy-9-(3-(methylamino)phenyl)naphtho[2,3-c]furan-1(3H)-one